2-[4-[(E)-3-[3-(Trifluoromethyl)phenyl]prop-2-enoyl]phenoxy]-N-[(1R,4S,5R,8S,9R,10R,12R,13R)-1,5,9-trimethyl-11,14,15,16-tetraoxatetracyclo[10.3.1.04,13.08,13]hexadecan-10-yl]acetamide FC(C=1C=C(C=CC1)/C=C/C(=O)C1=CC=C(OCC(=O)N[C@H]2[C@@H]([C@@H]3CC[C@H]([C@@H]4CC[C@]5(OO[C@]43[C@H](O2)O5)C)C)C)C=C1)(F)F